CNS(OCC(=O)NC=1SC(=C(N1)C)CC1=CC(=CC=C1)Br)(=O)=O 2-((5-(3-bromobenzyl)-4-methylthiazol-2-yl)amino)-2-oxoethyl methylsulfamate